CN(C1=NC2=C(N1)C=CC(=C2)[N+](=O)[O-])C N,N-dimethyl-5-nitro-1H-benzo[d]imidazol-2-amine